4-((2,4-dimethoxybenzyl)amino)-N-(6-methyl-1-((2,4,5-trifluorophenyl)amino)isoquinolin-5-yl)quinazoline-8-carboxamide COC1=C(CNC2=NC=NC3=C(C=CC=C23)C(=O)NC2=C3C=CN=C(C3=CC=C2C)NC2=C(C=C(C(=C2)F)F)F)C=CC(=C1)OC